(E)-2-((2,6-diaminopyridin-3-yl)diazenyl)phenol hydrogen chloride Cl.NC1=NC(=CC=C1/N=N/C1=C(C=CC=C1)O)N